OC1=NC(=CC(=N1)C)C hydroxydimethyl-pyrimidine